C(C)[C@H]1N(C[C@@H](N(C1)C=1C=2N=C(N(C2N2C(N1)=NN=C2)C[C@H]2OCCC2)C)C)C(C2=CC=C(C=C2)F)C2=C(C#N)C=CC=C2 (((2R,5S)-2-Ethyl-5-methyl-4-(2-methyl-1-(((S)-tetrahydrofuran-2-yl)methyl)-1H-[1,2,4]triazolo[3,4-b]purin-4-yl)piperazin-1-yl)(4-fluorophenyl)methyl)benzonitrile